FC(C=1C=C(C=C(C1)C(F)(F)F)C1=CC=2C(C3=CC(=CC=C3C2C=C1)C1=CC(=CC(=C1)C(F)(F)F)C(F)(F)F)(C1=CC=C(C=C1)[N+](=O)[O-])C1=CC=C(C=C1)[N+](=O)[O-])(F)F 2,7-bis(3,5-bis(trifluoromethyl)phenyl)-9,9-bis(4-nitrophenyl)-9H-fluorene